C(=O)(O)[C@H](O)[C@@H](O)C(=O)O.C=C1[C@@H]2[C@H](N[C@H](C1)CC2)C(=O)N2CCC1(CN(C1)C1=NC=NC=C1OC1=C(C(=O)N(C(C)C)C(C)C)C=CC=C1)CC2 (4-{7-[(1S,3S,4R)-5-methylidene-2-azabicyclo[2.2.2]octane-3-carbonyl]-2,7-diazaspiro[3.5]nonan-2-yl}pyrimidin-5-yl)oxy-N,N-di(propan-2-yl)benzamide mono-L-tartrate